S(=O)(=O)([O-])O.[Ca+2].C[O-] methanolAT Calcium sulfate